IC=1N(C=C(N1)C(F)(F)F)C 2-iodo-1-methyl-4-(trifluoromethyl)imidazole